C1(CC1)C1=NC=NC(=C1C=1C=C2C(=CN1)N(C=C2OC2=CC=C(C=C2)C=2N(C=C(N2)C(F)(F)F)C)COCC[Si](C)(C)C)OC 2-[[5-(4-cyclopropyl-6-methoxy-pyrimidin-5-yl)-3-[4-[1-methyl-4-(trifluoromethyl)imidazol-2-yl]phenoxy]pyrrolo[2,3-c]pyridin-1-yl]methoxy]ethyl-trimethyl-silane